OC1(CCN(C2(CC2)C1)C(=O)NC=1C(=NNC1)C1=CC2=C(C=N1)C=CN2CC(C)C)C(F)(F)F 7-Hydroxy-N-(3-(1-isobutyl-1H-pyrrolo[3,2-c]pyridin-6-yl)-1H-pyrazol-4-yl)-7-(trifluoromethyl)-4-azaspiro[2.5]octane-4-carboxamide